5-(2-amino-[1,2,4]triazolo[1,5-a]pyridin-7-yl)-N-(3,5-difluoro-2-((2-methyltetrahydro-2H-pyran-4-yl)oxy)benzyl)-2-methylnicotinamide NC1=NN2C(C=C(C=C2)C=2C=NC(=C(C(=O)NCC3=C(C(=CC(=C3)F)F)OC3CC(OCC3)C)C2)C)=N1